dihexadecyldipropoxysilane C(CCCCCCCCCCCCCCC)[Si](OCCC)(OCCC)CCCCCCCCCCCCCCCC